F[C@@H]1COCC[C@@H]1O (3R,4S)-3-Fluorotetrahydro-2H-pyran-4-ol